7-(3-Methoxyazetidin-1-yl)-2-(2-pyrimidin-2-ylpyrimidin-5-yl)-3,4-dihydro-1H-isoquinoline COC1CN(C1)C1=CC=C2CCN(CC2=C1)C=1C=NC(=NC1)C1=NC=CC=N1